[(R)-2,2-difluorocyclopropyl][1-(oxan-2-yl)-1H-1,2,4-triazol-5-yl]methanone FC1([C@H](C1)C(=O)C1=NC=NN1C1OCCCC1)F